7-(3-(9H-carbazol-9-yl)phenyl)dibenzo[c,h]acridine C1=CC=CC=2C3=CC=CC=C3N(C12)C=1C=C(C=CC1)C1=C2C=CC3=C(C2=NC=2C4=C(C=CC12)C=CC=C4)C=CC=C3